tert-butyl (R)-((3-(2-(4,4-difluoroazepan-1-yl)-5-(3,4-difluorophenyl)-4-methylnicotinamido)phenyl)(methyl)(oxo)-λ6-sulfaneylidene)carbamate FC1(CCN(CCC1)C1=C(C(=O)NC=2C=C(C=CC2)[S@](=O)(C)=NC(OC(C)(C)C)=O)C(=C(C=N1)C1=CC(=C(C=C1)F)F)C)F